2-(4-chlorophenoxy)-N-(2-(3-(4-chlorophenoxy)propyl)-2-azabicyclo[2.2.1]heptan-5-yl)acetamide ClC1=CC=C(OCC(=O)NC2C3CN(C(C2)C3)CCCOC3=CC=C(C=C3)Cl)C=C1